[1-(4-fluorophenyl)-4-hydroxy-2-tetrahydropyran-4-yl-6-(trifluoromethyl)indol-3-yl]benzoic acid FC1=CC=C(C=C1)N1C(=C(C2=C(C=C(C=C12)C(F)(F)F)O)C1=C(C(=O)O)C=CC=C1)C1CCOCC1